S(=O)(=O)(O)O.C(CCCCCCCCCCCCC)O tetradecyl alcohol sulfate salt